tert-butyl 5-[7-(2-methoxy-4,6-dimethyl-phenyl)-1,8-naphthyridin-2-yl]-3,4-dihydro-2H-pyridine-1-carboxylate COC1=C(C(=CC(=C1)C)C)C1=CC=C2C=CC(=NC2=N1)C=1CCCN(C1)C(=O)OC(C)(C)C